[(trimethylsilyl)methylamino]methyl(vinyl)silane C[Si](C)(C)CN[SiH](C=C)C